2-Cyano-N-(3-(2-(cyclopropancarboxamido)pyridin-4-yl)-1H-indol-7-yl)isonicotinamid C(#N)C=1C=C(C(=O)NC=2C=CC=C3C(=CNC23)C2=CC(=NC=C2)NC(=O)C2CC2)C=CN1